C(=CC1=CC=CC=C1)C1=CC=C2C=NC=NN21 7-styryl-pyrrolo[2,1-f][1,2,4]triazine